2-methylene-5-oxo-2,3,11,11a-tetrahydro-1H-pyrrolo[2,1-c][1,4]benzodiazepine-10(5H)-carboxylate C=C1CC2CN(C3=C(C(N2C1)=O)C=CC=C3)C(=O)[O-]